(3-(4-(azetidin-3-yloxy)phenoxy)-6-hydroxybenzo[B]thiophen-2-yl)(3-fluorophenyl)methanone N1CC(C1)OC1=CC=C(OC=2C3=C(SC2C(=O)C2=CC(=CC=C2)F)C=C(C=C3)O)C=C1